FC(N1C2=C(C=3C=CC(=CC13)C=1C=C(C(=NC1)N1CCC(CC1)CN1CCN(CC1)C=1C=C3C(N(C(C3=CC1F)=O)C1C(NC(CC1)=O)=O)=O)F)C=NC=C2)F 5-(4-((1-(5-(5-(difluoromethyl)-5H-pyrido[4,3-b]indol-7-yl)-3-fluoropyridin-2-yl)piperidin-4-yl)methyl)piperazin-1-yl)-2-(2,6-dioxopiperidin-3-yl)-6-fluoroisoindoline-1,3-dione